ClC1=C(C=CC2=C1C(=N[C@H](C(N2)=S)C)C2=NC(=CC=C2Cl)OC)C(F)(F)F (3S)-6-chloro-5-(3-chloro-6-methoxy-2-pyridinyl)-3-methyl-7-(trifluoromethyl)-1,3-dihydro-1,4-benzodiazepine-2-Thione